BrC1=C(OC2CCN(CC2)C=2SC3=C(C(N2)=O)C=C(C=C3[N+](=O)[O-])C(F)(F)F)C=CC=C1 2-(4-(2-bromophenoxy)piperidin-1-yl)-8-nitro-6-(trifluoromethyl)-4H-benzo[e][1,3]thiazin-4-one